(cis)-2-bromo-7-((tert-butyldimethylsilyl)oxy)-5-phenyl-6,7-dihydro-5H-pyrrolo[1,2-b][1,2,4]triazole BrC=1N=C2N(N1)[C@@H](C[C@@H]2O[Si](C)(C)C(C)(C)C)C2=CC=CC=C2